COC(C1=C(C(=CC(=C1)I)C1CC1)C)=O cyclopropyl-5-iodo-2-methylbenzoic acid methyl ester